BrC=1C=C(C=CC1)[C@H](C)NC(=O)NC12CC(C1)(C2)F 1-[(1S)-1-(3-bromophenyl)ethyl]-3-(3-fluoro-1-bicyclo[1.1.1]pentanyl)urea